(3ar,5s,6as)-5-aminocyclopenta[c]pyrrole-2(1H)-carboxylic acid tert-butyl ester C(C)(C)(C)OC(=O)N1CC=2C(=C1)C=C(C2)N